CC(C)(C)[S@@](=O)\N=C\C1CC2(C1)CCN(CC2)C(=O)OC(C)(C)C tert-butyl 2-[(E)-{[(R)-2-methylpropan-2-sulfinyl] imino} methyl]-7-azaspiro[3.5]nonane-7-carboxylate